1-((1s,3s)-3-(benzyloxy)cyclobutoxy)-4-nitrobenzene C(C1=CC=CC=C1)OC1CC(C1)OC1=CC=C(C=C1)[N+](=O)[O-]